C(C1=CC=CC=C1)OC1=C(C=O)C=CC=C1OCCC1=CC=CC=C1 (benzyloxy)-3-phenethyloxybenzaldehyde